2-(2-methoxy-3-pyridyl)-7,8-dihydro-6H-pyrimido[5,4-b][1,4]oxazin-4-amine COC1=NC=CC=C1C=1N=C(C=2OCCNC2N1)N